O=[Te] oxytelluride